CC1=NOC(=C1C=1C=C(C=CC1OC[C@@H]1NCCCC1)NC(=O)C1(CC1)CF)C (R)-N-(3-(3,5-dimethylisoxazol-4-yl)-4-(piperidin-2-ylmethoxy)phenyl)-1-(fluoromethyl)cyclopropane-1-carboxamide